2,4-diphenyl-1H-pyrrole C1(=CC=CC=C1)C=1NC=C(C1)C1=CC=CC=C1